C(C=C)(=O)N(CCC(=O)O)CCCN(CC)C(C=C)=O 3-{acryloyl-[3-(acryloyl-ethyl-amino)-propyl]-amino}-propionic acid